NC(CC(N)(N)N)[Si]1(O[SiH](O[SiH](O[SiH](O1)C)C)C)C tetraaminopropyl-tetramethyl-cyclotetrasiloxane